CN(CCCN(CCCN(C)C)CCCN(C)C)C N,N,N-tris(3-dimethylaminopropyl)amine